O1C(=CC2=C1C=CC=C2)C(=O)NCC2=CC=C(C=C2)B(O)O [4-[(Benzofuran-2-carbonylamino)methyl]phenyl]boronic acid